CC(C)([Si](OCCCOCCOCCCCNC(OC(C)(C)C)=O)(C)C)C tert-Butyl (2,2,3,3-tetramethyl-4,8,11-trioxa-3-silapentadecan-15-yl)carbamate